C1(=CC=CC=C1)S(=O)(=O)N1C=CC=2C1=NC=CC2C2=CC=C(C=C2)NC(=O)[C@H](CC(C)C)NC(OC(C)(C)C)=O tert-Butyl N-[(1S)-1-[[4-[1-(benzenesulfonyl)pyrrolo[2,3-b]pyridin-4-yl]phenyl]carbamoyl]-3-methyl-butyl]carbamate